FC(C1=CC=C(C=N1)C1=NN=CS1)(F)F 5-(6-(trifluoromethyl)pyridin-3-yl)-1,3,4-thiadiazole